(2-hydroxyethyl)ammonium OCC[NH3+]